(2S,6R)-2-(1-cyclopropylpyrazol-4-yl)-4-[4-(2,4-difluorophenyl)-7-methyl-6-propyl-pteridin-2-yl]-6-methyl-morpholine C1(CC1)N1N=CC(=C1)[C@H]1CN(C[C@H](O1)C)C1=NC2=NC(=C(N=C2C(=N1)C1=C(C=C(C=C1)F)F)CCC)C